(2R)-N-[2-(1-benzylpiperidin-4-yl)ethyl]-4-(5-bromopyrimidin-2-yl)-2-methylpiperazine-1-carboxamide C(C1=CC=CC=C1)N1CCC(CC1)CCNC(=O)N1[C@@H](CN(CC1)C1=NC=C(C=N1)Br)C